4-[2-[2-[2-[2-(2-aminoethoxy)ethoxy]ethoxy]ethoxy]ethylamino]-2-(2,6-dioxo-3-piperidyl)isoindoline-1,3-dione NCCOCCOCCOCCOCCNC1=C2C(N(C(C2=CC=C1)=O)C1C(NC(CC1)=O)=O)=O